O=C1NC(CCC1N1C(C2=CC(=C(C=C2C1=O)N1CCN(CC1)CC1CCN(CC1)C1=CC=C(C=C1)NC=1N=C(N=NC1C(=O)N)N1CCCCC1)F)=O)=O 5-((4-(4-((4-(2-(2,6-dioxopiperidin-3-yl)-6-fluoro-1,3-dioxoisoindolin-5-yl)piperazin-1-yl)methyl)piperidin-1-yl)phenyl)amino)-3-(piperidin-1-yl)-1,2,4-triazine-6-carboxamide